OC=1C=CC=2C(C3=CC=CC=C3C2C1O)=O 3,4-Dihydroxyfluoren-9-one